(Z)-2-(5-chloro-2-fluorophenyl)-3-(3-chlorophenyl)acrylonitrile ClC=1C=CC(=C(C1)/C(/C#N)=C/C1=CC(=CC=C1)Cl)F